6-(4-(4-((7-Bromo-2-(2,6-dioxopiperidin-3-yl)-1-oxoisoindolin-5-yl)methyl)piperazine-1-yl)piperidin-1-yl)-2-(4-phenoxyphenyl)nicotinamide BrC=1C=C(C=C2CN(C(C12)=O)C1C(NC(CC1)=O)=O)CN1CCN(CC1)C1CCN(CC1)C1=NC(=C(C(=O)N)C=C1)C1=CC=C(C=C1)OC1=CC=CC=C1